2-bromocyclopentadienone BrC=1C(C=CC1)=O